OC(CCC=C)[C@H]1N(CCC1)C(=O)OC(C)(C)C tert-butyl (2S)-2-(1-hydroxypent-4-en-1-yl)pyrrolidine-1-carboxylate